C1(=CC=CC=C1)P(OC1=CC=CC=C1)([O-])=O.[Nd+3].C1(=CC=CC=C1)OP([O-])(=O)C1=CC=CC=C1.C1(=CC=CC=C1)OP([O-])(=O)C1=CC=CC=C1 Neodymium phenyl (phenylphosphonate)